N1C(NC(NC1=O)=O)=O 1,3,5(1H,3H,5H)triazin-2,4,6-trione